COC[C@]1(CCC=2C(=NNC2C1)C=1NC2=CC(=CC=C2C1)C(=O)N1CCNCC1)C (S)-(2-(6-(methoxymethyl)-6-methyl-4,5,6,7-tetrahydro-1H-indazol-3-yl)-1H-indol-6-yl)(piperazin-1-yl)methanone